C(C1=CC=CC=C1)OC1=NC(=CC=C1C1=NN(C2=CC(=CC=C12)N1CCC(CC1)CN1[C@H](CN(CC1)C(=O)OC(C)(C)C)C)C)OCC1=CC=CC=C1 tert-butyl (S)-4-((1-(3-(2,6-bis(benzyloxy)pyridin-3-yl)-1-methyl-1H-indazol-6-yl) piperidin-4-yl) methyl)-3-methylpiperazine-1-carboxylate